(6-(3-methyl-1H-pyrrolo[2,3-b]pyridin-5-yl)-8-(morpholin-3-yl)-3,4-dihydroisoquinolin-2(1H)-yl)methanone CC1=CNC2=NC=C(C=C21)C=2C=C1CCN(CC1=C(C2)C2NCCOC2)C=O